2-ethoxybenzene-1-sulfonamide C(C)OC1=C(C=CC=C1)S(=O)(=O)N